C(C)N1CCN(CC1)C1=CC=C(C=C1)NC=O N-(4-(4-ethylpiperazin-1-yl)phenyl)carboxamide